3-(2-fluorophenyl)-2-((6-methoxypyridin-3-yl)methyl)-5-methyl-2,4,5,6-tetrahydropyrrolo[3,4-c]pyrazole FC1=C(C=CC=C1)C1=C2C(=NN1CC=1C=NC(=CC1)OC)CN(C2)C